N1N=C(C=C1)C1=CC=C(C(=O)C2C(CCCC2)C(=O)O)C=C1 2-(4-(1H-pyrazol-3-yl)benzoyl)cyclohexanecarboxylic acid